ClC=1C(=CC(=NC1)C(F)(F)F)C(C(=O)O)C 2-[5-chloro-2-(trifluoromethyl)pyridin-4-yl]propanoic acid